C(C)(=O)[O-].OCC[N+](C)(C)C hydroxyethyl-trimethylammonium acetate